N-(3-chloro-4-fluorophenyl)-7-(1-methyl-1H-pyrazol-4-yl)-5-(1-(pyrimidin-2-yl)cyclopropoxy)quinazolin-4-amine ClC=1C=C(C=CC1F)NC1=NC=NC2=CC(=CC(=C12)OC1(CC1)C1=NC=CC=N1)C=1C=NN(C1)C